ClC1=NC=C(C(=N1)OC)CC 2-chloro-5-ethyl-4-methoxy-pyrimidine